cis-1-bis(diphenylphosphino)amino-4-n-dodecylcyclohexane C1(=CC=CC=C1)P(C1=CC=CC=C1)N([C@@H]1CC[C@@H](CC1)CCCCCCCCCCCC)P(C1=CC=CC=C1)C1=CC=CC=C1